Dimethyl-sulfuric acid COS(OC)(=O)=O